OC[C@H]1CN(C[C@@H]1NC(C)C1=CC=CC=C1)C(=O)OC(C)(C)C |o1:2,6| tert-butyl (3S,4R)- or (3R,4S)-3-(hydroxymethyl)-4-((1-phenylethyl)amino)pyrrolidine-1-carboxylate